C(C)O[Si](CCCC(C1=NN=NN1)C1=NN=NN1)(OCC)OCC 1-[3-(triethoxysilyl)propyl]-5,5'-methylenebis(1,2,3,4-tetrazole)